ClC1=C(C=CC=C1NC(=O)C=1N(C2=C(CNCC2)N1)C)C1=C(C(=CC=C1)C=1OC2=C(N1)C=C(C=C2C#N)CN2CCC(CC2)C(=O)O)C 1-((2-(2'-chloro-2-methyl-3'-(1-methyl-4,5,6,7-tetrahydro-1H-imidazo[4,5-c]pyridine-2-carboxamido)biphenyl-3-yl)-7-cyanobenzo[d]oxazol-5-yl)methyl)piperidine-4-carboxylic acid